3-[(1E)-3-oxo-3-(2-oxo-4-phenyl-1,2-dihydro-1,7-naphthyridin-3-yl)prop-1-en-1-yl]Benzonitrile O=C(/C=C/C=1C=C(C#N)C=CC1)C=1C(NC2=CN=CC=C2C1C1=CC=CC=C1)=O